COC1=C(C=C(C=N1)C1=CC=C2C(=NNC2=C1)C(=O)NC)C(NCC1=C(C=CC=C1)OCC(C)C)=O 6-[6-methoxy-5-({[2-(2-meth-ylpropoxy)phenyl]methyl}-carbamoyl)pyridin-3-yl]-N-methyl-1H-indazole-3-carboxamide